OC(C(=O)[O-])CCC(=O)[O-] alpha-hydroxy-glutarate